allpyranose OC1[C@H](O)[C@H](O)[C@H](O)[C@H](O1)CO